4-(2-Cyclopropyl-6-(6-formyl-1-oxoisoindolin-2-yl)pyridin-4-yl)-3-(4-methyl-4H-1,2,4-triazol-3-yl)benzonitrile C1(CC1)C1=NC(=CC(=C1)C1=C(C=C(C#N)C=C1)C1=NN=CN1C)N1C(C2=CC(=CC=C2C1)C=O)=O